3-methoxy-4-(trifluoromethyl)-pentane COC(CC)C(C)C(F)(F)F